N,N'-bis(aminoethyl)-piperazine NCCN1CCN(CC1)CCN